ClC1=CC(=C(OC2=C3CC[C@@H](N(C3=CC=C2C=2C=NN(C2)C2CCN(CC2)C)C(=O)OC)C)C=C1)C#N methyl (S)-5-(4-chloro-2-cyanophenoxy)-2-methyl-6-(1-(1-methylpiperidin-4-yl)-1H-pyrazol-4-yl)-3,4-dihydroquinoline-1(2H)-carboxylate